The molecule is a member of the cadinene family of sesquiterpenes in which the double bonds are located at the 4-4a and 7-8 positions, and in which the isopropyl group at position 1 is cis to the hydrogen at the adjacent bridgehead carbon (the 1R,8aS-enantiomer). It is a cadinene and a delta-cadinene. It is an enantiomer of a (+)-delta-cadinene. CC1=C[C@@H]2[C@H](CCC(=C2CC1)C)C(C)C